5,7-dichloro-8-fluoro-2-mercaptopyrido[4,3-d]pyrimidine ClC1=NC(=C(C=2N=C(N=CC21)S)F)Cl